ClC1=NC2=C(C(=CC=C2C(=N1)N1CCOCCC1)C1=CC(=CC2=CC=CC=C12)OCOC)F 4-[2-chloro-8-fluoro-7-[3-(methoxymethoxy)-1-naphthyl]Quinazolin-4-yl]-1,4-oxaazepane